ClC=1C=CC(=C(C(=O)O)C1)NC1=C(C=NC2=CC(=C(C=C12)Cl)Cl)S(=O)(=O)N1CCSCC1 5-chloro-2-[(6,7-dichloro-3-thiomorpholinosulfonyl-4-quinolyl)amino]benzoic acid